7-(3-(7-(4-(2-Hydroxyethyl)piperazin-1-yl)-2-methyl-3-phenylpyrazolo[1,5-a]-pyrimidin-5-yl)phenyl)-N-methoxy-N-methylhept-6-ynamide OCCN1CCN(CC1)C1=CC(=NC=2N1N=C(C2C2=CC=CC=C2)C)C=2C=C(C=CC2)C#CCCCCC(=O)N(C)OC